N-(4-Iodophenyl)cyclopropanecarboxamide C1CC1C(=O)NC2=CC=C(C=C2)I